COC(=O)[C@@]1(CN(CC[C@H]1NC(=O)C1=NOC(=C1)C1=C(C=C(C=C1)F)F)C(=O)OC(C)(C)C)C |r| rac-(3R,4R)-4-{[5-(2,4-difluoro-phenyl)-isoxazole-3-carbonyl]-amino}-3-methyl-piperidine-1,3-dicarboxylic acid 1-tert-butyl ester 3-methyl ester